ClC=1C(N(S(C1Cl)(=O)=O)CCOC(C(=O)O)C)=O 2-(2-(4,5-dichloro-1,1-dioxido-3-oxoisothiazol-2(3H)-yl)ethoxy)propanoic acid